5-morpholin-4-yl-3,4'-bipyridin N1(CCOCC1)C=1C=C(C=NC1)C1=CC=NC=C1